C(C)(C)(C)OC(=O)NCC(=O)N[C@@H](C(C)C)C(=O)N[C@H](CCC(=O)OCC)C(=O)OCC diethyl (tert-butoxycarbonyl)glycyl-L-valyl-D-glutamate